C(C)(C)OC1=C(C=CC=C1)[C@H]1CN(CCN1)CC1=C2C(=NC=C1)OC(CO2)(C)C (S)-8-((3-(2-isopropoxyphenyl)piperazin-1-yl)methyl)-3,3-dimethyl-2,3-dihydro-[1,4]dioxino[2,3-b]pyridine